Dihydro-imidazol-2-amine N1C(NC=C1)N